(2-(piperazin-1-yl)-5-(trifluoromethyl)pyridin-3-yl)(pyrrolidin-1-yl)methanone hydrochloride Cl.N1(CCNCC1)C1=NC=C(C=C1C(=O)N1CCCC1)C(F)(F)F